cyanopyridine nitrogen [N].C(#N)C1=NC=CC=C1